3-isopropyl-N-Bocaniline C(C)(C)C=1C=C(NC(=O)OC(C)(C)C)C=CC1